1-Heptyl-4-butylpyridinium fluorid ethyl-1-(2-fluoro-6-(1-((methylsulfonyl)oxy)ethyl)phenyl)piperidine-4-carboxylate C(C)OC(=O)C1CCN(CC1)C1=C(C=CC=C1C(C)OS(=O)(=O)C)F.[F-].C(CCCCCC)[N+]1=CC=C(C=C1)CCCC